COC(C1=C(C(=CC=C1)[N+](=O)[O-])C1CCC1)=O cyclobutyl-3-nitrobenzoic acid methyl ester